4-amino-N-(2-cyanocyclopentyl)-N-((5-cyanopyridin-2-yl)methyl)-3-methyl-1,3-dihydrofuro[3,4-c]quinoline-8-carboxamide NC1=NC=2C=CC(=CC2C2=C1C(OC2)C)C(=O)N(CC2=NC=C(C=C2)C#N)C2C(CCC2)C#N